1-(4-hydroxybutyl)-1-methylpyrrolidin-1-ium OCCCC[N+]1(CCCC1)C